2-(4-(trifluoromethyl)phenyl)-1H-indole FC(C1=CC=C(C=C1)C=1NC2=CC=CC=C2C1)(F)F